NC(C#N)C1=CN=C2N1C=CC=C2 2-Amino-2-imidazo[1,2-a]pyridin-3-yl-acetonitrile